1-(imidazo[1,2-a]pyrazin-3-ylmethyl)-N-(3-(trifluoromethoxy)phenyl)indoline-6-carboxamide N=1C=C(N2C1C=NC=C2)CN2CCC1=CC=C(C=C21)C(=O)NC2=CC(=CC=C2)OC(F)(F)F